3-ethyl-2-(1-(1-ethylazepan-4-yl)butyl)-6-fluoroquinazolin-4(3H)-one C(C)N1C(=NC2=CC=C(C=C2C1=O)F)C(CCC)C1CCN(CCC1)CC